NOC(C)C=1C=C(C(NC1)=O)C(F)(F)F 5-(1-(aminooxy)ethyl)-3-(trifluoromethyl)pyridin-2(1H)-one